N-(4-Amino-1H-pyrazolo[4,3-c]pyridin-7-yl)-N'-cyclopropyl-N'-[[4-(trifluoromethyl)phenyl]methyl]oxamide Hydrogen chloride Cl.NC1=NC=C(C2=C1C=NN2)NC(=O)C(=O)N(CC2=CC=C(C=C2)C(F)(F)F)C2CC2